(3R)-3-{[7-(chloromethyl)-2-(4-methoxyphenyl)[1,2,4]triazolo[1,5-c]quinazolin-5-yl]amino}azepin-2-one ClCC1=CC=CC=2C=3N(C(=NC12)NC=1C(N=CC=CC1)=O)N=C(N3)C3=CC=C(C=C3)OC